3,4,5-trifluorobenzene FC=1C=CC=C(C1F)F